C1(CC1)CCC1=C(C(=NN1C=1SC=C(N1)C(=O)O)C1=CC(=CC=C1)C#CC=1SC(=CC1)C)CC1=CC(=C(C=C1)S(N)(=O)=O)F 2-(5-(2-cyclopropylethyl)-4-(3-fluoro-4-sulfamoylbenzyl)-3-(3-((5-methylthiophen-2-yl)ethynyl)phenyl)-1H-pyrazol-1-yl)thiazole-4-carboxylic acid